Endo-4-((6-chloro-2-(hydroxymethyl)pyridin-3-yl)methyl)-2-(3-(5-methyl-pyridazin-4-yl)-1H-pyrazol-5-yl)-2-azabicyclo[3.1.0]hexan-3-one ClC1=CC=C(C(=N1)CO)CC1C(N(C2CC12)C1=CC(=NN1)C1=CN=NC=C1C)=O